FC=1C(=NC=C(C1)F)C1=C(C=CC(=C1)C)C1CC(=NO1)N1C[C@H](C(C1)(F)F)NS(=O)(=O)C N-[(3R)-1-{5-[2-(3,5-difluoropyridin-2-yl)-4-methylphenyl]-4,5-dihydro-1,2-oxazol-3-yl}-4,4-difluoropyrrolidin-3-yl]methanesulfonamide